1-N'-[5-fluoro-6-[7-(2-hydroxyethoxy)-6-(methylcarbamoyl)quinolin-4-yl]oxypyridin-3-yl]-1-N-(4-fluorophenyl)cyclopropane-1,1-dicarboxamide FC=1C=C(C=NC1OC1=CC=NC2=CC(=C(C=C12)C(NC)=O)OCCO)NC(=O)C1(CC1)C(=O)NC1=CC=C(C=C1)F